C1(CCCCC1)C1=CC=C(CNC=2C=C3CN(C(C3=CC2)=O)CC2=CC=C(C=C2)OC)C=C1 5-((4-cyclohexylbenzyl)amino)-2-(4-methoxybenzyl)-isoindolin-1-one